(6,8-dimethyl-5H-[1,2,4]triazino[5,6-b]indol-3-yl)hydrazine CC1=CC(=CC=2C3=C(NC12)N=C(N=N3)NN)C